1,1,3,3-tetrachloro-2-propene ClC(C=C(Cl)Cl)Cl